3-(N-(3-bromo-1H-1,2,4-triazol-5-yl)-3,5-difluoro-anilino)propan-1-carbamate BrC1=NNC(=N1)N(C1=CC(=CC(=C1)F)F)CCCNC(=O)[O-]